C(\C=C/CCCCCCCC)=O 2Z-Undecenal